ClC=1C=C(CC=2OC(=C(N2)C2=CC=C(C=C2)/C=C/C(=O)N[C@H]2CN([C@@H](C2)C)C#N)C)C=CC1 (E)-3-(4-(2-(3-Chlorobenzyl)-5-methyloxazol-4-yl)phenyl)-N-((3R,5R)-1-cyano-5-methylpyrrolidin-3-yl)acrylamide